C(C)(C)(C)OC(=O)N1CCC(CC1)C1=NC=C(C=C1)N 4-(5-Aminopyridin-2-yl)piperidine-1-carboxylic acid tert-butyl ester